methyl 5-bromo-1-isopropyl-1H-indazole-3-carboxylate BrC=1C=C2C(=NN(C2=CC1)C(C)C)C(=O)OC